3-(tert-butoxycarbonylamino)-2-methylpropanoic acid C(C)(C)(C)OC(=O)NCC(C(=O)O)C